CNC(COCC(NC)NC)NC bis(2,2-dimethylaminoethyl) ether